(R)-1-(1-(6-ethoxy-5-methoxypyridin-2-yl)-2-(methylsulfonyl)ethyl)-5-(o-methylphenyl)-1H-benzo[d]imidazol-2(3H)-one C(C)OC1=C(C=CC(=N1)[C@H](CS(=O)(=O)C)N1C(NC2=C1C=CC(=C2)C2=C(C=CC=C2)C)=O)OC